ClC=1C(C(=NN(C1C)C1=CC(=C(C=C1)C)F)C(=O)N[C@@H]1C(N(C2=C(OC1)C=CC=N2)C)=O)=O (S)-5-chloro-1-(3-fluoro-4-methyl-phenyl)-6-methyl-N-(5-methyl-4-oxo-2,3,4,5-tetrahydropyrido[3,2-b]-[1,4]oxazepin-3-yl)-4-oxo-1,4-dihydropyridazine-3-carboxamide